BrCC(=O)C(C(=O)N(C)C1=CC=C(C=C1)OC)CC1=CC=CC=C1 2-(2-bromoacetyl)-N-(4-methoxyphenyl)-N-methyl-3-phenylpropionamide